C(#N)CC(O)C=1C=C(OC/C(=C/C(=O)OCC)/CCC)C=CC1 Ethyl (E)-3-((3-(2-cyano-1-hydroxyethyl)phenoxy)methyl)hex-2-enoate